tert-butyl 3-[7-[3-chloro-2-isopropyl-5-(methoxymethoxy)phenyl]-2-(2,2-dimethoxyethoxy)-8-fluoro-pyrido[4,3-d]pyrimidin-4-yl]-3,8-diazabicyclo[3.2.1]octane-8-carboxylate ClC=1C(=C(C=C(C1)OCOC)C1=C(C=2N=C(N=C(C2C=N1)N1CC2CCC(C1)N2C(=O)OC(C)(C)C)OCC(OC)OC)F)C(C)C